N,N-dimethyl-aminothiocarboxycarbonyl chloride CN(C)S=C(O)C(=O)Cl